bis(3,5'-difluorophenyl)propane FC=1C=C(C=C(C1)F)C(C)(C)C1=CC(=CC(=C1)F)F